(R)-3-Methyl-2-oxoimidazolidine CN1C(NCC1)=O